BrC=1C(N(CCC1)C(/C=C/C=1C=CC(=C(C(=O)OC)C1)O)=O)=O methyl (E)-5-(3-(3-bromo-2-oxo-5,6-dihydropyridin-1(2H)-yl)-3-oxoprop-1-en-1-yl)-2-hydroxybenzoate